ClC1=CC(=C(C=N1)C#CC=1C(=NN(C1)C)C#N)NCC[C@@H](C)O (R)-4-((6-Chloro-4-((3-hydroxybutyl)amino)pyridin-3-yl)ethynyl)-1-methyl-1H-pyrazole-3-carbonitrile